1-methyl-1H-imidazol-1-ium iodide [I-].C[NH+]1C=NC=C1